ClC1=CC(=C(CNCCC2=C(C=CC(=C2)OC)OC)C=C1)C N-(4-chloro-2-methylbenzyl)-2-(2,5-dimethoxyphenyl)ethan-1-amine